CN1C2(C=3C(=NC(=CC3)N)C1)CCOCC2 6'-methyl-2,3,5,6,6',7'-hexahydrospiro[pyran-4,5'-pyrrolo[4,3-b]pyridine]-2'-amine